(S)-2,6-di-tert-butoxycarbonyl-aminocaproyl-succinimide C(C)(C)(C)OC(=O)[C@]1(C(=O)NC(C1)=O)C(CCCCC(C(=O)OC(C)(C)C)N)=O